C[C@@H]1CN(C(=CC1)C1=CC2=CN(N=C2C=C1)C1CCN(CC1)C)C(=O)OC(C)(C)C tert-butyl (3S)-3-methyl-6-[2-(1-methyl-4-piperidyl)Indazol-5-Yl]-3,4-dihydro-2H-pyridine-1-carboxylate